C(C1=CC=CC=C1)O[C@@H](CO)[C@H](C)OCCCCCCCCCCCCCCCC (2s,3s)-2-(benzyloxy)-3-(hexadecyloxy)butan-1-ol